C1(CCC1)C[C@H](C(=O)N1CC([C@](CC1)(O)CN1C=C(C(=CC1=O)C1=C(C=CC=C1)F)C(=O)OCC)(C)C)C ethyl 1-(((S)-1-((R)-3-cyclobutyl-2-methylpropanoyl)-4-hydroxy-3,3-dimethylpiperidin-4-yl) methyl)-4-(2-fluorophenyl)-6-oxo-1,6-dihydropyridine-3-carboxylate